cyclopentyl(trifluoro)boranuide C1(CCCC1)[B-](F)(F)F